N-(3-(N-(2-methoxyphenyl)sulfamoyl)phenyl)-1H-indole-3-carboxamide COC1=C(C=CC=C1)NS(=O)(=O)C=1C=C(C=CC1)NC(=O)C1=CNC2=CC=CC=C12